4-(Hexahydropyrrolo[3,4-c]pyrrol-2(1H)-yl)-N-(quinoxalin-6-ylmethyl)pyridin-3-amine C1N(CC2C1CNC2)C2=C(C=NC=C2)NCC=2C=C1N=CC=NC1=CC2